C(C)(C)(C)OC(=O)N1CC(CCC1)NC(=O)NC1=NC=C(C(=C1)C1=C2N(N=C1)CC(C2)(C)C)Cl 3-(3-(5-chloro-4-(5,5-dimethyl-5,6-dihydro-4H-pyrrolo[1,2-b]pyrazol-3-yl)pyridin-2-yl)ureido)piperidine-1-carboxylic acid tert-butyl ester